2-(9-methoxy-2-methyl-7-(5-methylpyridin-2-yl)-3-oxo-3,5-dihydro-2H-benzo[c]pyrido[3,4-e]azepin-5-yl)-N-ethylacetamide COC=1C=CC2=C(C(=NC(C=3C2=CN(C(C3)=O)C)CC(=O)NCC)C3=NC=C(C=C3)C)C1